C(#N)[C@@H](C)N1N=C(C(=C1)NC=1N=CC2=C(N1)N(C(=C2)C#N)[C@H]2COC[C@H]2C)OC(C)C 2-((1-((R)-1-cyanoethyl)-3-isopropoxy-1H-pyrazol-4-yl)amino)-7-((3R,4S)-4-methyltetrahydrofuran-3-yl)-7H-pyrrolo[2,3-d]pyrimidine-6-carbonitrile